NC=1C=C(C=C(C1)C(F)(F)F)[C@@H](C)NC1=C2C(=NC(=N1)C)N1C(C(=C2)C(=O)N2CCOCC2)=NC=N1 (R)-(6-((1-(3-amino-5-(trifluoromethyl)phenyl)ethyl)amino)-8-methyl-[1,2,4]triazolo[1',5':1,6]pyrido[2,3-d]pyrimidin-4-yl)(morpholino)methanone